1,1,1,3,3-pentachlorobutane ClC(CC(C)(Cl)Cl)(Cl)Cl